OC1=CC=C(C=C1)C[C@@H](C(=O)N[C@H](C(=O)N[C@H](C(=O)O)CCC(C)(C)C)CC1=CC=NC=C1)NC(=O)[C@H]1NCCC1 (2S)-2-[(2S)-2-[(2S)-3-(4-hydroxyphenyl)-2-{[(2S)-pyrrolidin-2-yl]formamido}propanamido]-3-(pyridin-4-yl)propanamido]-5,5-dimethylhexanoic acid